C(C1=CC=CC=C1)NS(=O)(=O)C1=C(C=C(C=C1CCCCC)O)O N-benzyl-2,4-dihydroxy-6-pentylbenzenesulfonamide